ClC(C(C(Cl)Cl)(F)F)(F)F 1,3,3-trichloro-1,1,2,2-tetrafluoropropane